dioleyl-N,N'-tetramethyl-1,2-ethylenediamine C(CCCCCCC\C=C/CCCCCCCC)C(C(N(C)C)CCCCCCCC\C=C/CCCCCCCC)N(C)C